5-(4-(2-hydroxyethyl)piperazin-1-yl)isoindoline-1,3-dione OCCN1CCN(CC1)C=1C=C2C(NC(C2=CC1)=O)=O